[GeH3]C germyl-methane